C(C)N1C2=CC=CC=C2C=2C=C(C=CC12)C=CC1=CC=C(C=C1)C=CC=1C=CC=2N(C3=CC=CC=C3C2C1)CC 1,4-bis(2-(9-ethylcarbazol-3-yl)vinyl)benzene